2-Amino-7-oxo-5-propyl-4,5,6,7-tetrahydrobenzo[b]thiophene-3-carboxamide NC1=C(C2=C(S1)C(CC(C2)CCC)=O)C(=O)N